(6S)-N-[2-(difluoromethyl)-4-pyridinyl]-3-(4-hydroxy-3-methyl-1,1-dioxo-1,2-thiazolidin-2-yl)-6-methyl-6,7-dihydro-4H-pyrazolo[1,5-a]pyrazine-5-carboxamide FC(C1=NC=CC(=C1)NC(=O)N1CC=2N(C[C@@H]1C)N=CC2N2S(CC(C2C)O)(=O)=O)F